6-[6-methoxy-5-(2-methyl-1,2,3-triazol-4-yl)pyridin-2-yl]-N-(piperidin-4-yl)pyridazin-3-amine COC1=C(C=CC(=N1)C1=CC=C(N=N1)NC1CCNCC1)C1=NN(N=C1)C